2-(2-methoxy-4,6-dimethyl-phenyl)-5-(1-methyl-3-piperidyl)thiazolo[4,5-b]pyridine COC1=C(C(=CC(=C1)C)C)C=1SC=2C(=NC(=CC2)C2CN(CCC2)C)N1